iridium triflate salt [O-]S(=O)(=O)C(F)(F)F.[Ir+3].[O-]S(=O)(=O)C(F)(F)F.[O-]S(=O)(=O)C(F)(F)F